propyloxide C(CC)OCCC